3,6-dimethyl-2,5-dibromopyrazine CC=1C(=NC(=C(N1)Br)C)Br